C(#N)C1=C(C(=NC=C1)C(=O)O)CC 4-Cyano-3-ethylpicolinic acid